C(C)(=O)O.C(C)P(C1=CC=CC=C1)(C1=CC=CC=C1)C1=CC=CC=C1 ethyl-(triphenyl-lambda5-phosphane) acetate